cyanogen N#CC#N